C(C)(C)(C)OC(=O)N1[C@@H]2[C@H]([C@H](C[C@H]1CC2)NCC2=CC=CC=C2)F |r| rac-(1s,2s,3s,5r)-3-(benzylamino)-2-fluoro-8-azabicyclo[3.2.1]octane-8-carboxylic acid tert-butyl ester